1-[2-[[8-(7-azabicyclo[2.2.1]heptan-7-yl)-6-[(1R)-1-hydroxyethyl]pyrido[3,4-d]pyrimidin-2-yl]amino]-7,8-dihydro-5H-1,6-naphthyridin-6-yl]-2-(4-fluoropiperidin-1-yl)ethanone C12CCC(CC1)N2C2=NC(=CC1=C2N=C(N=C1)NC1=NC=2CCN(CC2C=C1)C(CN1CCC(CC1)F)=O)[C@@H](C)O